2-bromo-1-(2-methoxyphenyl)ethanone BrCC(=O)C1=C(C=CC=C1)OC